N-(5-((2-((2-hydroxyethyl)amino)ethyl)carbamoyl)-2-methylpyridin-3-yl)-2-(1-methyl-1H-pyrazol-4-yl)pyrazolo[5,1-b]thiazole-7-carboxamide hydrochloride Cl.OCCNCCNC(=O)C=1C=C(C(=NC1)C)NC(=O)C=1C=NN2C1SC(=C2)C=2C=NN(C2)C